ClC1=CC=C(CNC2=NC3=CC=CC=C3N=C2NC2=CC=C(C=C2)C(F)(F)F)C=C1 N2-(4-chlorobenzyl)-N3-(4-(trifluoromethyl)phenyl)quinoxaline-2,3-diamine